NC(/C=C/C1=CC=C(C=C1)C(C(=O)[O-])(C)C)=O (E)-2-(4-(3-amino-3-oxoprop-1-en-1-yl) phenyl)-2-methylpropionate